CC=CC=CCCC 2,4-octadiene